BrC1=CC=C2C(=CN(C2=C1)C)C=C[N+](=O)[O-] 6-bromo-1-methyl-3-(2-nitrovinyl)-1H-indole